P(=O)([O-])([O-])[O-].[W+6].P(=O)([O-])([O-])[O-] tungsten(VI) phosphate